C(CCC)C1=NN(C(=C1O)CC(C)C)CC 3-n-Butyl-5-isobutyl-1-ethyl-4-hydroxy-pyrazol